3-(4-(4-fluoro-1H-indol-3-yl)thiophen-2-yl)-3-oxopropionic acid FC1=C2C(=CNC2=CC=C1)C=1C=C(SC1)C(CC(=O)O)=O